ClC1=NSN=C1 chloro-1,2,5-thiadiazole